FC(CCC(=O)OC)(F)F Methyl 4,4,4-trifluorobutyrate